C(CC)C=C(C(=O)O)C.C(C=C)(=O)OC methyl acrylate (propyl methacrylate)